ClC=1C=CC(=C(C(=O)NC2=C(C=C(C=C2)NCC2=CC=NC=C2)Cl)C1)O 5-Chloro-N-(2-chloro-4-((pyridin-4-ylmethyl)amino)phenyl)-2-hydroxybenzamide